COCCOCCCCCCCOOC(=O)C(=O)Cl (7-(2-methoxyethoxy)heptyl)oxycarboxyformyl chloride